cis-tert-butyl 3-((4-(furan-2-yl)benzyl)carbamoyl)-4-isobutyryl-5-methylpiperazine-1-carboxylate O1C(=CC=C1)C1=CC=C(CNC(=O)[C@@H]2CN(C[C@@H](N2C(C(C)C)=O)C)C(=O)OC(C)(C)C)C=C1